[N+](=[N-])=C(C#C)CCCC diazoheptyn